C(CC=CCC)OCCCC(C)=O 5-Hex-3-enyloxy-pentan-2-one